1-(5-(4-amino-7-cyclopropyl-7H-pyrrolo[2,3-d]pyrimidin-5-yl)imidazo[1,2-a]pyridin-8-yl)-3-(5-ethylisoxazol-3-yl)-urea NC=1C2=C(N=CN1)N(C=C2C2=CC=C(C=1N2C=CN1)NC(=O)NC1=NOC(=C1)CC)C1CC1